(R)-6-fluoro-5-(1-(2-fluorophenyl)ethyl)-3-((imidazo[1,2-a]pyridin-6-ylmethyl)amino)-4H-benzo[e][1,2,4]thiadiazine 1,1-dioxide FC=1C=CC2=C(NC(=NS2(=O)=O)NCC=2C=CC=3N(C2)C=CN3)C1[C@H](C)C1=C(C=CC=C1)F